FC1=C(C=C(C(=C1)CO)OC)N1CCN(CC1)C(=O)OC(C)(C)C tert-butyl 4-(2-fluoro-4-(hydroxymethyl)-5-methoxy-phenyl)piperazine-1-carboxylate